C12(CC(C1)C2)CNC(=O)C=2OC=C(N2)C2=NC(=NC=C2C)NC2=CC=NN2C N-(bicyclo[1.1.1]pentan-1-ylmethyl)-4-(5-methyl-2-((1-methyl-1H-pyrazol-5-yl)amino)pyrimidin-4-yl)oxazole-2-carboxamide